COC(=O)N[C@H](C(=O)N[C@@H](CC1=CC=C(C=C1)NS(=O)(=O)O)C=1SC=CN1)CC1=CC=CC=C1 4-{(S)-2-[(S)-2-(methoxycarbonylamino)-3-phenylpropionylamino]-2-(thiazol-2-yl)ethyl}phenylaminosulfonic acid